cyclopropyl-2-methyl-5-fluoro-1H-pyrazole-4-carboxamide C1(CC1)N1N(CC(=C1F)C(=O)N)C